1-(4-aminobutyl)guanidine NCCCCNC(=N)N